1-(2-Naphthyl)-methylammonium C1=C(C=CC2=CC=CC=C12)C[NH3+]